tert-Butyl (2-(5-(2-amino-2-oxoethyl)oxazol-2-yl)ethyl)(3-chloro-4-(trifluoromethoxy)benzyl)carbamate NC(CC1=CN=C(O1)CCN(C(OC(C)(C)C)=O)CC1=CC(=C(C=C1)OC(F)(F)F)Cl)=O